5-chloro-N-(4-fluoro-3-(8-methyl-2-(methylsulfinyl)-7-oxo-7,8-dihydropteridin-6-yl)phenyl)-2-methoxypyridine-3-sulfonamide ClC=1C=C(C(=NC1)OC)S(=O)(=O)NC1=CC(=C(C=C1)F)C1=NC=2C=NC(=NC2N(C1=O)C)S(=O)C